C(#N)C1=CC(=C(COC2=CC=CC(=N2)C2CCN(CC2)CC2=NC=3C(=NC(=CC3)C(=O)O)N2CC2=CN=CN2CC)C=C1)F 2-[(4-{6-[(4-cyano-2-fluorobenzyl)oxy]pyridin-2-yl}piperidin-1-yl)methyl]-3-[(1-ethyl-1H-imidazol-5-yl)methyl]-3H-imidazo[4,5-b]pyridine-5-carboxylic acid